(S)-3-(3,5-difluorophenyl)-N-(1-(3-(2,2,2-trifluoroethoxy)phenyl)cyclopropyl)-butanamide FC=1C=C(C=C(C1)F)[C@H](CC(=O)NC1(CC1)C1=CC(=CC=C1)OCC(F)(F)F)C